C(C)(=O)OCCC\C=C\C=C\CC\C=C/CCCCC (E,E,Z)-4,6,10-Hexadecatrienyl acetate